N-((3S,4R)-4-Fluoro-1-methylpyrrolidin-3-yl)-4-methoxy-5-(quinoxalin-6-yl)pyrrolo[2,1-f][1,2,4]triazin-2-amine F[C@H]1[C@H](CN(C1)C)NC1=NN2C(C(=N1)OC)=C(C=C2)C=2C=C1N=CC=NC1=CC2